2'-(azobis(4,1-phenylene))bis(isoindoline-1,3-dione) N(=NC1=CC=C(C=C1)N1C(C2=CC=CC=C2C1=O)=O)C1=CC=C(C=C1)N1C(C2=CC=CC=C2C1=O)=O